5-(4-Methylphenyl)-1H-1,2,4-triazol-3-amine CC1=CC=C(C=C1)C1=NC(=NN1)N